C(C)NC(NC1=NC=C(C(=C1)CN1CCN(CC1)C=1C=CC(=NC1C(F)(F)F)C(=O)NC)C)=O 5-(4-((2-(3-ethylureido)-5-methylpyridin-4-yl)methyl)piperazin-1-yl)-N-methyl-6-(trifluoromethyl)picolinamide